(1s,4s)-4-(piperazin-1-yl)cyclohexanol N1(CCNCC1)C1CCC(CC1)O